BrC1=CC=C(OC2CCN(CC2)C(=O)OC(C)(C)C)C=C1 tert-butyl 4-(4-bromophenoxy)piperidine-1-carboxylate